11α,15-S-dihydroxy-prosta-5Z,13E-dien-1-oic acid O[C@@H]1CC[C@H](C\C=C/CCCC(=O)O)[C@H]1\C=C\C(CCCCC)O